5-isopropyl-1-methyl-1H-azepine-2,3-dione-3-oxime C(C)(C)C1=CC(C(N(C=C1)C)=O)=NO